2-{3-[(3S)-3-cyclopropylpiperazin-1-yl]-1,2,4-triazin-6-yl}-5-(1-methylimidazo[1,5-a]pyridin-6-yl)phenol C1(CC1)[C@H]1CN(CCN1)C=1N=NC(=CN1)C1=C(C=C(C=C1)C=1C=CC=2N(C1)C=NC2C)O